COC1=C(C=C2C=NC=NC2=C1)[N+](=O)[O-] 7-methoxy-6-nitroquinazoline